[OH-].C[N+](C1=CC=CC=C1)(C)C trimethylphenylammonium hydroxide